[Si](C)(C)(C(C)(C)C)OCC1=CC(=[N+](C=C1)[O-])C(=O)N1C(CNCC1)(C)C 4-(((tert-butyldimethylsilyl)oxy)methyl)-2-(2,2-dimethylpiperazine-1-carbonyl)pyridine 1-oxide